5,7-dichloro-6-fluoroquinolin ClC1=C2C=CC=NC2=CC(=C1F)Cl